C[C@@H]1O[C@@H](CN(C1)C1=NC(=C2N1C1=CC(=CC=C1N=C2)C=2C=CC(=NC2)N2CCC(CC2)NCC)C)C 1-(5-(1-((2S,6R)-2,6-dimethylmorpholino)-3-methylimidazo[1,5-a]quinoxalin-8-yl)pyridin-2-yl)-N-ethylpiperidin-4-amine